5-ureidovaleric acid N(C(=O)N)CCCCC(=O)O